(E)-4-(2-(4-(3,5-dimethoxystyryl)phenoxy)ethyl)piperazine-1-carboxylic acid tert-butyl ester C(C)(C)(C)OC(=O)N1CCN(CC1)CCOC1=CC=C(C=C1)\C=C\C1=CC(=CC(=C1)OC)OC